2-[18F]fluoro-2-deoxy-sorbitol [18F][C@@H](CO)[C@@H](O)[C@H](O)[C@H](O)CO